2,5-diisothiocyanato-meta-xylene N(=C=S)C1=C(C=C(C=C1C)N=C=S)C